(3S)-3-{[N-(4-methoxy-1H-indole-2-carbonyl)-L-leucyl]amino}-2-oxo-4-[(3S)-2-oxopiperidin-3-yl]butyl isoquinoline-4-carboxylate C1=NC=C(C2=CC=CC=C12)C(=O)OCC([C@H](C[C@H]1C(NCCC1)=O)NC([C@@H](NC(=O)C=1NC2=CC=CC(=C2C1)OC)CC(C)C)=O)=O